ClC1=CC=C(C=C1)C=1C=C(C(N(N1)C=1C=NC=CC1)=O)C(=O)NC[C@@H](C(F)F)O 6-(4-chlorophenyl)-N-[(2S)-3,3-difluoro-2-hydroxypropyl]-3-oxo-2-(pyridin-3-yl)-2,3-dihydropyridazine-4-carboxamide